3-(4-cyanocyclohex-1-en-1-yl)-N-((S)-3,3-dimethylbutan-2-yl)-1-methyl-4-((4-methylphenyl)sulfonamido)-1H-pyrazole-5-carboxamide C(#N)C1CC=C(CC1)C1=NN(C(=C1NS(=O)(=O)C1=CC=C(C=C1)C)C(=O)N[C@@H](C)C(C)(C)C)C